2,3-difluorobenzotrichloride FC1=C(C=CC=C1F)C(Cl)(Cl)Cl